(4-Bromo-6-fluoro-1-((2-(trimethylsilyl)ethoxy)methyl)-1H-indazol-7-yl)methanamine BrC1=C2C=NN(C2=C(C(=C1)F)CN)COCC[Si](C)(C)C